ClC1=CC=C2C=CNC2=C1N1N=CN=C1 6-chloro-7-(1,2,4-triazol-1-yl)-1H-indole